racemic-ethyl 3-[4-[5-[5-[(6,7-difluoro-4-methylsulfonyl-1H-indol-5-yl)oxy]-2-fluoro-phenyl]-1-methyl-1,2,4-triazol-3-yl]-4-methyl-chroman-8-yl]propanoate FC1=C(C(=C2C=CNC2=C1F)S(=O)(=O)C)OC=1C=CC(=C(C1)C1=NC(=NN1C)[C@@]1(CCOC2=C(C=CC=C12)CCC(=O)OCC)C)F |r|